2'-(Acetyloxymethyl)-6'-(dimethoxymethyl)-5-fluoro-4-(1-fluoroethyl)-1',4'-dihydro-[3,4'-bipyridine]-3',5'-dicarboxylic acid 3'-ethyl 5'-methyl ester COC(=O)C=1C(C(=C(NC1C(OC)OC)COC(C)=O)C(=O)OCC)C=1C=NC=C(C1C(C)F)F